3-(4-bromophenyl)propyl-trimethyltin BrC1=CC=C(C=C1)CCC[Sn](C)(C)C